(2-(3,6-dimethyl-9H-carbazol-9-yl)butyl)phosphonic acid CC=1C=CC=2N(C3=CC=C(C=C3C2C1)C)C(CP(O)(O)=O)CC